Cl.C12C(C3CC(CC(C1)C3)C2)CCN 2-(adamantan-2-yl)ethan-1-amine hydrochloride